N-[6-(2,2-difluoroethoxy)-5-fluoro-2-methoxy-3-pyridinyl]-2-methoxy-quinoline-5-sulfonamide FC(COC1=C(C=C(C(=N1)OC)NS(=O)(=O)C=1C=2C=CC(=NC2C=CC1)OC)F)F